N1(CCC=CC1)C(=O)[C@H]1CCCC=2N1C(N(N2)CC2=CC=C(C=C2)C)=O |r| (5RS)-5-(3,6-Dihydropyridin-1(2H)-ylcarbonyl)-2-(4-methylbenzyl)-5,6,7,8-tetrahydro[1,2,4]triazolo[4,3-a]pyridin-3(2H)-one